2-(1H-benzotriazole-1-yl)-1,1,3,3-tetramethyluronium hexafluorophosphate HCl Cl.F[P-](F)(F)(F)(F)F.N1(N=NC2=C1C=CC=C2)OC(=[N+](C)C)N(C)C